(3R,4R,5R)-2-(4,6-Dichloro-1H-pyrazolo[3,4-d]pyrimidin-1-yl)-5-((2-(diethoxyphosphoryl)ethoxy)methyl)tetrahydrofuran-3,4-diyl diacetate C(C)(=O)O[C@H]1C(O[C@@H]([C@H]1OC(C)=O)COCCP(=O)(OCC)OCC)N1N=CC=2C1=NC(=NC2Cl)Cl